BrCC1=C(C=CC=C1)OC1=CC=CC=C1 1-(bromomethyl)-2-phenoxybenzene